ClC1=CC(=C(C(=O)N(C)C2=CC=3OC(C(=CC3S2)C(=O)O)=O)C=C1)OC 2-(4-chloro-2-methoxy-N-methylbenzamido)-5-oxo-5H-thieno[3,2-b]pyran-6-carboxylic acid